5-(tert-butyl)-N-(4-(6-(5-formylpyridin-2-yl)pyrrolo[2,1-f][1,2,4]triazin-4-yl)-2-methylbenzyl)-1,2,4-oxadiazole-3-carboxamide C(C)(C)(C)C1=NC(=NO1)C(=O)NCC1=C(C=C(C=C1)C1=NC=NN2C1=CC(=C2)C2=NC=C(C=C2)C=O)C